NC=1C(=NC=2C=C3C(=CC2C1)OC(=N3)C)C(C)C 2-(7-Amino-2-methyloxazolo[5,4-g]quinolin-6-yl)propan